FC1=NC=CC=C1C=NO (3E)-2-Fluoropyridine-3-carbaldehyde oxime